NC1=NC=CC(=C1F)CC=1C(=C(C(=C(C(=O)OC)C1)NC1=C(C=C(C=C1)SC(F)F)F)F)F Methyl 5-[(2-amino-3-fluoropyridin-4-yl)methyl]-2-[4-(difluoromethylsulfanyl)-2-fluoroanilino]-3,4-difluorobenzoate